4-((tert-butyldimethylsilyl)oxy)piperidin-2-one [Si](C)(C)(C(C)(C)C)OC1CC(NCC1)=O